BrC=1C=C(C2=CN(N=C2C1C)C(C(=O)NC=1SC=CN1)C1=C2N(C=N1)C[C@@H](C2)F)C(F)(F)F 2-[6-Bromo-7-methyl-4-(trifluoromethyl)indazol-2-yl]-2-[(6R)-6-fluoro-6,7-dihydro-5H-pyrrolo[1,2-c]imidazol-1-yl]-N-thiazol-2-yl-acetamide